{4-[4-({(1R)-1-[3-(difluoromethyl)-2-fluorophenyl]ethyl}amino)-2-methylpyrido[3,4-d]pyrimidin-6-yl]piperazin-1-yl}(oxetan-3-yl)methanone FC(C=1C(=C(C=CC1)[C@@H](C)NC=1C2=C(N=C(N1)C)C=NC(=C2)N2CCN(CC2)C(=O)C2COC2)F)F